C(C)(=O)NCCC1=CC=C(C(=O)O)C=C1 4-(2-acetamidoethyl)benzoic acid